O=C1NC(CCC1N1C(C2=CC=C(C=C2C1=O)N1CCN(CC1)C1CCN(CC1)CC(=O)OCCCC)=O)=O Z-butyl 2-(4-(4-(2-(2,6-dioxopiperidin-3-yl)-1,3-dioxoisoindolin-5-yl)piperazin-1-yl)piperidin-1-yl)acetate